3-(1-Isobutyl-1H-pyrrolo[3,2-c]pyridin-6-yl)-1H-pyrazol-4-amine C(C(C)C)N1C=CC=2C=NC(=CC21)C2=NNC=C2N